3-(3,3-difluoropropyl)-2-fluoro-5-(4-fluorophenyl)-8-methoxy-7-(trifluoromethyl)-2,3,4,5-tetrahydrobenzo[b][1,4]thiazepine 1,1-dioxide FC(CCC1CN(C2=C(S(C1F)(=O)=O)C=C(C(=C2)C(F)(F)F)OC)C2=CC=C(C=C2)F)F